8,14-dioxa-10,19,20-triazapentacyclo[13.5.2.12,6.17,10.018,21]tetracosa-1(20),2(24),3,5,15(22),16,18(21)-heptaen-9-one C=12C=3C=CC=C(C4OC(N(CCCOC=5C=CC(NN1)=C2C5)C4)=O)C3